OC[C@@H](C)N1N=NN=C1C1=CC=CC(=N1)NC(=O)C1=C(C=C2CCN(CC2=C1)C(=O)OCC1=CC=CC=C1)OC benzyl (R)-7-((6-(1-(1-hydroxypropan-2-yl)-1H-tetrazol-5-yl)pyridin-2-yl)carbamoyl)-6-methoxy-3,4-dihydroisoquinoline-2(1H)-carboxylate